1-[2-(2-hydroxyethoxy)ethyl]piperazine butyl-2-(5-bromo-2-(methylthio)-6-oxopyrimidin-1(6H)-yl)acetate C(CCC)OC(CN1C(=NC=C(C1=O)Br)SC)=O.OCCOCCN1CCNCC1